(N,N-dimethyl-3-aminopropyl)ethyldiethoxysilane CN(CCC[Si](OCC)(OCC)CC)C